FC1=C(C(=O)C=2C=C(NC2)C(=O)OC)C=CC(=C1)F methyl 4-(2,4-difluorobenzoyl)-1H-pyrrole-2-carboxylate